(3R,4R)-3-((2-(cyclopropylamino)pyrimidin-4-yl)oxy)-4-fluoropyrrolidin C1(CC1)NC1=NC=CC(=N1)O[C@@H]1CNC[C@H]1F